C(#N)C1=C(CNC(=O)C=2N=C(SC2)C#C)C=CC=C1 N-(2-cyanobenzyl)-2-ethynylthiazole-4-carboxamide